CC1(OC[C@@H](O1)[C@H]1O[C@@H]([C@@H]2[C@H]1OC(O2)(C)C)OC(CCCC(=C)ON2CC=CC=C2)=O)C 1-((6-(((3aS,4R,6R,6aS)-6-((R)-2,2-Dimethyl-1,3-dioxolan-4-yl)-2,2-dimethyltetrahydrofuro[3,4-d][1,3]dioxol-4-yl)oxy)-6-oxohex-1-en-2-yl)oxy)pyridin